IC[C@@H]1CC[C@H](CC1)OC trans-1-(iodomethyl)-4-methoxycyclohexane